[1,3]oxazolo[5,4-f]quinazoline O1C=NC=2C1=C1C=NC=NC1=CC2